3-[4-[3-[[(1R)-1-[3-[3-(hydroxymethyl)phenyl]phenyl]ethyl]carbamoyl]-4-methyl-phenyl]piperazin-1-yl]propanoic acid OCC=1C=C(C=CC1)C=1C=C(C=CC1)[C@@H](C)NC(=O)C=1C=C(C=CC1C)N1CCN(CC1)CCC(=O)O